3-(3-chloro-5'-fluoro-2'-hydroxy-3'-(2-(piperazin-1-yl)pyridin-4-yl)-[1,1'-biphenyl]-4-yl)oxazol-2(3H)-one ClC=1C=C(C=CC1N1C(OC=C1)=O)C1=C(C(=CC(=C1)F)C1=CC(=NC=C1)N1CCNCC1)O